(S)-(+)-5-hydroxymethyl-2-pyrrolidone OC[C@@H]1CCC(N1)=O